5-Ethoxy-6-methyl-2H-benzo[d][1,3]oxazine-2,4(1H)-dione C(C)OC1=C(C=CC=2NC(OC(C21)=O)=O)C